1,3-bis(2-isocyanopropyl)benzene [N+](#[C-])C(CC1=CC(=CC=C1)CC(C)[N+]#[C-])C